(R)-(2-(tert-butyl)oxazol-5-yl)(4-(4-fluoropyrazolo[1,5-a]pyridin-2-yl)-1,4,6,7-tetrahydro-5H-imidazo[4,5-c]pyridin-5-yl)methanone C(C)(C)(C)C=1OC(=CN1)C(=O)N1[C@H](C2=C(CC1)NC=N2)C2=NN1C(C(=CC=C1)F)=C2